ClC1=C(C=CC=C1Cl)N1CCN(CC1)CC[C@@H]1CC[C@H](CC1)NC(OCC)=O Ethyl (trans-4-(2-(4-(2,3-dichlorophenyl)piperazin-1-yl)ethyl)cyclohexyl)carbamate